CC1CN(CC1COC=1C=NC(=CC1)S(=O)(=NC)C)CCC=1C=C(C#N)C=CC1 3-{2-[3-methyl-4-[({6-[methyl(methylimino)oxo-λ6-sulfanyl]pyridin-3-yl}oxy)methyl]pyrrolidin-1-yl]ethyl}benzonitrile